FC=1C=C(C=CC1N1CC2(CSC2)C1)N1C(O[C@H](C1)CO)=O (R)-3-(3-fluoro-4-(2-thia-6-azaspiro[3.3]hept-6-yl)phenyl)-5-(hydroxymethyl)oxazolidin-2-one